(3E)-12,12-diheptoxy-1,3-dodecadiene C(CCCCCC)OC(CCCCCCC/C=C/C=C)OCCCCCCC